Cl.CS(=O)(=O)N1CC2=C(CC1)N=C(S2)NC(=O)[C@@H]2CNCC2 (S)-N-(5-(methylsulfonyl)-4,5,6,7-tetrahydrothiazolo[5,4-c]pyridin-2-yl)pyrrolidine-3-carboxamide hydrochloride